5-(3-(3-Chlorophenyl)propylamino)-3-methylbenzofuran-2-carboxylic acid ClC=1C=C(C=CC1)CCCNC=1C=CC2=C(C(=C(O2)C(=O)O)C)C1